C2-butoxy-7-(4-(piperazin-1-ylmethyl)benzyl)imidazo[2,1-f][1,2,4]triazin-4-amine C(CCC)OC1=NN2C(C(=N1)N)=NC=C2CC2=CC=C(C=C2)CN2CCNCC2